O=C1NC(CCC1N1C(N(C2=C1C=CC=C2CN2CCC(CC2)N(C(OC(C)(C)C)=O)C)C)=O)=O Tert-butyl N-(1-[[1-(2,6-dioxopiperidin-3-yl)-3-methyl-2-oxo-1,3-benzodiazol-4-yl]methyl]piperidin-4-yl)-N-methylcarbamate